BrC1=CN(C(C=N1)=O)C 6-bromo-4-methyl-3-oxo-3,4-dihydropyrazine